7-acryloyl-2-(4-cyclobutylphenyl)-9-fluoro-2,3,4,5a,6,7,8,9-octahydro-5H-1,2,5,7-tetraazabenzo[cd]azulene-5-carboxylate C(C=C)(=O)N1CC2C3=C(N(N=C3C(C1)F)C1=CC=C(C=C1)C1CCC1)CCN2C(=O)[O-]